2-((3-Acetylpyridin-2-yl)amino)-2-oxoethyl acetate C(C)(=O)OCC(=O)NC1=NC=CC=C1C(C)=O